OC1=C(C(=O)CC(C)=O)C=CC(=C1)C 2-hydroxy-4-methylbenzoyl-2-propanone